CC=1N=CN(C1)C=1SC=CC1N 2-(4-methyl-1H-imidazol-1-yl)thiophen-3-amine